C1(CCCC1)C(CC#N)N1N=CC(=C1)C=1C2=C(N=CN1)NC=C2 3-cyclopentyl-3-[4-(7H-pyrrolo[2,3-d]-pyrimidin-4-yl)-1H-pyrazol-1-yl]propanenitrile